(6aS)-8-hydroxy-2-((5-methyl-8-(2-oxopyrrolidin-1-yl)-5H-chromeno[4,3-c]pyridin-3-yl)amino)-6,6a,7,8-tetrahydro-9H-pyrido[2,3-b]pyrrolo[1,2-d][1,4]oxazin-9-one OC1C[C@@H]2N(C3=C(OC2)N=CC(=C3)NC3=CC2=C(C=N3)C=3C=CC(=CC3OC2C)N2C(CCC2)=O)C1=O